ClC=1C=C(C=CC1)C1(C(=O)N)CC=C(C(=O)N(C2=CC(=C(C(=C2)OC)OC)OC)CC2=CC=C(C=C2)OC)C=C1 1-(3-chlorophenyl)-N4-(4-methoxybenzyl)-N4-(3,4,5-trimethoxyphenyl)terephthalamide